3-methylbutyl butanoate C(CCC)(=O)OCCC(C)C